N-(2-amino-2-methylpropyl)-6-(6-methoxy-1H-indol-2-yl)pyrazine-2-carboxamide NC(CNC(=O)C1=NC(=CN=C1)C=1NC2=CC(=CC=C2C1)OC)(C)C